1,2-dipropylpiperidinium acetate C(C)(=O)[O-].C(CC)[NH+]1C(CCCC1)CCC